OCC1=CC=C(C=C1)C(C)=O 1-[4-(hydroxymethyl)phenyl]ethanone